NC1=CC=C(OC=2C=C(C=C(C2)OC2=CC=C(C=C2)N)CO)C=C1 3,5-bis(4-aminophenoxy)-1-hydroxymethylbenzene